C(C1=CC=CC=C1)OC(NCCOCCOCCN)=O (2-(2-(2-Aminoethoxy)ethoxy)ethyl)carbamic acid benzyl ester